C1(CC1)S(=O)(=O)NC=1SC=C(N1)CNC(C1=CC=C(C=C1)C=1C=NC=CC1)=O N-((2-(cyclopropanesulfonamido)thiazol-4-yl)methyl)-4-(pyridin-3-yl)benzamide